ClC1=CC2=C(N=C(O2)SCC2=CC=C(C=C2)OC(F)(F)F)C=C1 6-chloro-2-((4-(trifluoromethoxy)benzyl)thio)benzo[d]oxazole